FC(OC(C(=O)O)(C)C1=CC=CC=C1)(F)F trifluoromethoxyphenyl-propanoic acid